COC1=NC=CC=C1N1C[C@H]([C@@H](C1)C1=CC=CC=C1)NC(=O)NC1=C(C(=NN1C1=CC=CC=C1)C1=CC=CC=C1)C 1-((3S,4R)-1-(2-methoxypyridin-3-yl)-4-phenylpyrrolidin-3-yl)-3-(4-methyl-1,3-diphenyl-1H-pyrazol-5-yl)urea